N1(CC(C1)C(=O)O)C(=O)O.FC(C1=C(C(=CC(=C1)C(F)(F)F)C(=C)C(F)(F)F)F)F 1-(difluoromethyl)-2-fluoro-5-(trifluoromethyl)-3-[1-(trifluoromethyl)ethenyl]Benzene azetidine-1,3-dicarboxylate